2-nonylquinolin-4(1H)-one C(CCCCCCCC)C=1NC2=CC=CC=C2C(C1)=O